N(=NC(C#N)(CC(C)(OC)C)C)C(C#N)(CC(C)(C)OC)C azobis(4-methoxy-2,4-dimethylvaleronitrile)